C(C)(C)(C)C=1N=C(N(C1)C(=O)NCC#CC(C)C)OC (tert-butyl)-2-methoxy-N-(4-methylpent-2-yn-1-yl)-1H-imidazole-1-carboxamide